OCCCCCC(CCCCCO)N(C(OCC1=CC=CC=C1)=O)CC1CCN(CC1)C benzyl (1,11-dihydroxyundecan-6-yl)((1-methylpiperidin-4-yl)methyl)carbamate